C1(CCCCC1)C1(C2C3C4C=CC(C3C(C1)C2)C4)C4=CCCCC4 9-cyclohexyl-9-cyclohexenyl-tetracyclo[6.2.1.13,6.02,7]dodec-4-ene